ClC=1C=CC(=C(N)C1)N1CCC2(CC1)CN(C1=CC(=CC=C12)F)C 5-chloro-2-{6-fluoro-1-methyl-1,2-dihydrospiro[indole-3,4'-piperidin]-1'-yl}aniline